OCC(CO)S(=O)(=O)O 1,3-dihydroxy-2-propanesulfonic acid